6-{5-chloro-2-[(oxacyclohex-4-yl)amino]pyrimidin-4-yl}-2-{2-[(3R)-3-(hydroxymethyl)-1,2,3,4-tetrahydroisoquinolin-2-yl]-2-oxoethyl}-2,3-dihydro-1H-isoindol-1-one ClC=1C(=NC(=NC1)NC1CCOCC1)C1=CC=C2CN(C(C2=C1)=O)CC(=O)N1CC2=CC=CC=C2C[C@@H]1CO